ClC=1C=CC(=C(C1)CC(=O)NC1=CC(=NC=C1)C(=O)NC(C)(C1=CC=CC=C1)C)O 4-[[2-(5-chloro-2-hydroxy-phenyl)acetyl]amino]-N-(1-methyl-1-phenyl-ethyl)pyridine-2-carboxamide